NC=1C(=NC(=NC1)C1=CC=C2C=CC=C(C2=C1)NC(C=C)=O)C(NCC(NCCOC)=O)=O N-{7-[5-amino-4-({[(2-methoxyethyl)carbamoyl]methyl}carbamoyl)pyrimidin-2-yl]naphthalen-1-yl}prop-2-enamide